N(=[N+]=[N-])CCOCC(=O)N[C@H](C(=O)N1[C@@H](C[C@H](C1)O)C(=O)NCC1=CC=C(C=C1)C1=C(N=CS1)C)C(C)(C)C (2S,4R)-1-((S)-2-(2-(2-azidoethoxy)acetamido)-3,3-dimethylbutanoyl)-4-hydroxy-N-(4-(4-methylthiazol-5-yl)benzyl)pyrrolidine-2-carboxamide